6-((4'-fluoro-2-carbonyl-2H-[1,2'-bipyridinyl]-3-yl)amino)-N-((1R,2S)-2-fluorocyclopropyl)-8-((methyl-d3)amino)imidazo[1,2-b]pyridazine-3-carboxamide FC1=CC(=NC=C1)N1C(C(=CC=C1)NC=1C=C(C=2N(N1)C(=CN2)C(=O)N[C@H]2[C@H](C2)F)NC([2H])([2H])[2H])=C=O